N[C@]1(C(N(C2=CC=CC=C12)C=1C=C(C=NC1)CC1=NNC(C2=CC=CC=C12)=O)=O)C |r| racemic-4-((5-(3-Amino-3-methyl-2-oxoindolin-1-yl)pyridin-3-yl)methyl)phthalazin-1(2H)-one